C(#N)C[C@@H](CCC=C)S(=O)(=O)N (2R)-1-CYANO-5-HEXENE-2-SULFONAMIDE